CN1N=CC(=C1)C1=C2C(=NC=C1)NC=C2C2=CC=1N(C=C2)N=CC1C(=O)NC1CCN(CC1)C 5-(4-(1-methyl-1H-pyrazol-4-yl)-1H-pyrrolo[2,3-b]pyridin-3-yl)-N-(1-methylpiperidin-4-yl)pyrazolo[1,5-a]pyridine-3-carboxamide